CC(C(=O)[O-])=C.CC(C(=O)[O-])=C.[Cu+2] copper bis(2-methylprop-2-enoate)